F[P-](F)(F)(F)(F)F.N1(N=NC2=C1C=CC=C2)O[P+](N2CCCC2)(N2CCCC2)N2CCCC2 Benzotriazol-1-yl-oxytripyrrolidinophosphonium hexafluorophosphate